(azetidin-3-ylmethoxy)-N-(2-(2,6-dioxopiperidin-3-yl)-3-oxoisoindolin-5-yl)benzamide N1CC(C1)COC1=C(C(=O)NC=2C=C3C(N(CC3=CC2)C2C(NC(CC2)=O)=O)=O)C=CC=C1